NC1=CC(=NC=N1)C1=C(C=C(C=C1)C=1C=NC=NC1)CCC(=O)N 3-(2-(6-aminopyrimidin-4-yl)-5-(pyrimidin-5-yl)phenyl)propanamide